ClCCC[Si](OCCC)(CCCC)CCCC chloropropyl-dibutyl-propoxysilane